Methyl (3S)-3-[[4-[(5S)-2-(cyclopropanecarbonylamino)-3-(cyclopropylmethylcarbamoyl)-4,5,6,7-tetrahydrobenzothiophen-5-yl]-1,2,4-triazol-3-yl]amino]pyrrolidine-1-carboxylate C1(CC1)C(=O)NC=1SC2=C(C1C(NCC1CC1)=O)C[C@H](CC2)N2C(=NN=C2)N[C@@H]2CN(CC2)C(=O)OC